C(C)C1=CC=C(C=C1)C 1-ethyl-4-methyl-Benzene